COC(=O)C1=C(N(C(=C1)C)C1=CC=C(C=C1)Cl)N(CCC)CCC.ClC=1C=NC(=NC1)OC1=C2C(=NC(=NC2=CC=C1)C(F)(F)F)C(C)=O 1-[5-(5-chloropyrimidin-2-yl)oxy-2-(trifluoromethyl)quinazolin-4-yl]ethanone methyl-1-(4-chlorophenyl)-2-(dipropylamino)-5-methyl-1H-pyrrole-3-carboxylate